2-((2S,4R)-4-Amino-1-(6-chloroimidazo[1,2-a]pyridin-2-carbonyl)pyrrolidin-2-yl)-N-((R)-6-guanidino-1-(methylamino)-1-oxohexan-2-yl)thiazol-4-carboxamid N[C@@H]1C[C@H](N(C1)C(=O)C=1N=C2N(C=C(C=C2)Cl)C1)C=1SC=C(N1)C(=O)N[C@@H](C(=O)NC)CCCCNC(=N)N